4-(3-(dibutylamino)propoxy)-5-aminobenzofuran C(CCC)N(CCCOC1=C(C=CC2=C1C=CO2)N)CCCC